BrC=1C2=C(SC1C#CCNC1=C(C=C(C=C1)P(C)(C)=O)OC)C(=CC=C2)NC2C(CN(CC2)C)F (4-((3-(3-bromo-7-(((Z)-3-fluoro-1-methylpiperidin-4-yl)amino)benzo[b]thiophen-2-yl)prop-2-yn-1-yl)amino)-3-methoxyphenyl)dimethylphosphine oxide